ClC=1C=C(C=CC1Cl)C(CN(C)C)NS(=O)(=O)C1=CC=C(C=C1)OC(F)F N-(1-(3,4-dichlorophenyl)-2-(dimethylamino)ethyl)-4-(difluoromethoxy)benzenesulfonamide